(3s,4s)-3-amino-4-hydroxypiperidine-1-carboxylic acid tert-butyl ester C(C)(C)(C)OC(=O)N1C[C@@H]([C@H](CC1)O)N